1-[3-(hydroxymethyl)-6-[6-(6-methylpyridazin-3-yl)oxypyrazolo[1,5-a]pyridin-3-yl]pyridin-2-yl]-5-methylpyrazole-3-carbonitrile OCC=1C(=NC(=CC1)C=1C=NN2C1C=CC(=C2)OC=2N=NC(=CC2)C)N2N=C(C=C2C)C#N